FC=1C=C(C=NC1C)[C@H](CCCO)N[S@](=O)C(C)(C)C (R)-N-((S)-1-(5-fluoro-6-methylpyridin-3-yl)-4-hydroxybutyl)-2-methylpropan-2-sulfinamide